diphenyl-p-phenylenedinitrone C1(=CC=CC=C1)[N+](=C(C1=CC=C(C=C1)C=[NH+][O-])C1=CC=CC=C1)[O-]